C(C1=CC=CC=C1)OC1=C(C=C(C=C1)Br)O (benzyloxy)-5-bromophenol